2-phenyl-4,5,6,7-tetrahydrobenzofuran C1(=CC=CC=C1)C=1OC2=C(C1)CCCC2